C(C)(=O)/C(/C(=O)OC)=C(/CC1=CC=CC=C1)\N Methyl (2E)-2-acetyl-3-amino-4-phenylbut-2-enoate